C(CCCCCCC)OCCCO 3-(octyloxy)propan-1-ol